CC1C2C=CC1CC2 7-methyl-bicyclo[2.2.1]hept-2-ene